C(C)(C)(C)C1=CC=C(C=C1)CCC=O 4-tert-butyl-3-phenylpropanal